Lutetium-Yttrium [Y].[Lu]